5-(3-acetyl-1-(2-((2S,4R)-2-(2'-chloro-2-fluorobiphenyl-3-ylcarbamoyl)-4-fluoropyrrolidin-1-yl)-2-oxoethyl)-1H-indol-5-yl)pyrimidine-2-carboxylic acid C(C)(=O)C1=CN(C2=CC=C(C=C12)C=1C=NC(=NC1)C(=O)O)CC(=O)N1[C@@H](C[C@H](C1)F)C(NC=1C(=C(C=CC1)C1=C(C=CC=C1)Cl)F)=O